2-[2-methoxy-4-[4-(4-methylpiperazin-1-yl)piperidine-1-carbonyl]anilino]-5,11-dimethyl-pyrimido[4,5-b][1,4]benzodiazepin-6-one COC1=C(NC=2N=CC3=C(N(C4=C(C(N3C)=O)C=CC=C4)C)N2)C=CC(=C1)C(=O)N1CCC(CC1)N1CCN(CC1)C